3-aminooxetane NC1COC1